5-fluoro-N,N-diisopropyl-2-((5-(2-(6-((2-methoxyethyl)amino)-2-methylhexan-3-yl)-2,6-diazaspiro[3.4]oct-6-yl)-1,2,4-triazin-6-yl)oxy)benzamide oxalate C(C(=O)O)(=O)O.FC=1C=CC(=C(C(=O)N(C(C)C)C(C)C)C1)OC1=C(N=CN=N1)N1CC2(CN(C2)C(C(C)C)CCCNCCOC)CC1